FC(OC=1C(=C(C=CC1)C1=NC=CC(=C1C=O)NC(OC(C)(C)C)=O)C)F tert-Butyl {2-[3-(difluoromethoxy)-2-methylphenyl]-3-formylpyridin-4-yl}carbamate